ClC1=C(C=2N=C(N=C(C2C=N1)N1C[C@H]2CC[C@@H](C1)N2C(=O)OC(C)(C)C)F)F tert-butyl (1R,5S)-3-(7-chloro-2,8-difluoropyrido[4,3-d]pyrimidin-4-yl)-3,8-diazabicyclo[3.2.1]octane-8-carboxylate